pyrazolo[1,5-a]pyrido[3,4-e]pyrimidine N1=CC=C2N1C1=C(C=N2)C=NC=C1